N1-(1-benzhydryl-1H-benzo[d]imidazol-6-yl)-N3,N3-dimethylpropane-1,3-diamine C(C1=CC=CC=C1)(C1=CC=CC=C1)N1C=NC2=C1C=C(C=C2)NCCCN(C)C